C(C)(C)(C)C1=C(C=CC=C1)C=1C=C(N)C=CC1 3-(2-tert-butylphenyl)-aniline